O=C(C(=O)O)C(C(=O)O)=O 2,3-dioxosuccinic acid